N-(5-(2-((1s,5s)-3-azabicyclo[3.1.1]heptan-3-yl)acetamido)-2-methylpyridin-3-yl)-2-(1-methyl-1H-pyrazol-4-yl)-1H-pyrrolo[2,3-b]pyridine-5-carboxamide C12CN(CC(C1)C2)CC(=O)NC=2C=C(C(=NC2)C)NC(=O)C=2C=C1C(=NC2)NC(=C1)C=1C=NN(C1)C